4-amino-N-(oxazole-2-yl)benzenesulfonamide NC1=CC=C(C=C1)S(=O)(=O)NC=1OC=CN1